BrC1=C(C=C(C=C1C)C1=CC=CC=2C3=CC=CC=C3NC12)C (4-bromo-3,5-dimethylphenyl)-9H-carbazole